ClC1=C(C=CC2=C1C(=NCCN2C([3H])([3H])[3H])C2=C(C=CC(=C2)OC)F)Cl 6,7-dichloro-5-(2-fluoro-5-methoxy-phenyl)-1-([3H3]methyl)-3H-1,4-benzodiazepine